BrCCCCCCCO[Si](C)(C)C(C)(C)C 1-Bromo-7-(tert-butyldimethyl-silyloxy)-heptane